FC=1C=C(C=CC1OC)C=1C=NC=2CCN(CC2C1)C=1C(=CC=2N(N1)C(C=C(N2)C)=O)C 7-(3-(3-fluoro-4-methoxyphenyl)-7,8-dihydro-1,6-naphthyridin-6(5H)-yl)-2,8-dimethyl-4H-pyrimido[1,2-b]pyridazin-4-one